6-[4-[3-tert-Butyl-5-(3-hydroxyphenyl)benzoyl]piperazin-1-yl]-N-propylpyridazine-3-carboxamide C(C)(C)(C)C=1C=C(C(=O)N2CCN(CC2)C2=CC=C(N=N2)C(=O)NCCC)C=C(C1)C1=CC(=CC=C1)O